FC(C12C(CC(CC1)C2(C)C)CN2[C@@H](CCC2)COC)(F)F (S)-1-((trifluorobornyl)methyl)-2-(methoxymethyl)pyrrolidine